methyl (3S)-1-[(2S)-3-(4-bromo-1,3-thiazol-2-yl)-2-[(tert-butoxycarbonyl) amino]propanoyl]-1,2-diazinane-3-carboxylate BrC=1N=C(SC1)C[C@@H](C(=O)N1N[C@@H](CCC1)C(=O)OC)NC(=O)OC(C)(C)C